(R)-3-((tert-butyldiphenylsilyl)oxy)-2-methylpropan-1-oic acid [Si](C1=CC=CC=C1)(C1=CC=CC=C1)(C(C)(C)C)OC[C@H](C(=O)O)C